C(C1=CC=CC=C1)OC[C@H](O[Si](C)(C)C(C)(C)C)[C@@]1(OC1)C(=O)OC Methyl (R)-2-((S)-2-(benzyloxy)-1-((tert-butyldimethylsilyl)oxy)ethyl)oxirane-2-carboxylate